N2-(6,6-difluorospiro[3.3]heptan-2-yl)-6-(6-(trifluoromethyl)pyridin-2-yl)-N4-(2-(trifluoromethyl)pyridin-4-yl)-1,3,5-triazine-2,4-diamine FC1(CC2(CC(C2)NC2=NC(=NC(=N2)NC2=CC(=NC=C2)C(F)(F)F)C2=NC(=CC=C2)C(F)(F)F)C1)F